1,2,3,6-tetramethyl-4-piperidinol CN1C(C(C(CC1C)O)C)C